C(#N)C=1C=CC(=C(C1)C1=NN=C(O1)C(=O)N[C@H]1CN([C@@H](C1)COC)C#N)OC 5-(5-cyano-2-methoxyphenyl)-N-((3R,5S)-1-cyano-5-(methoxymethyl)pyrrolidin-3-yl)1,3,4-oxadiazole-2-carboxamide